CN1N=NC2=C1C=CC(=C2C)CCC(=O)[O-] 3-(1,4-dimethyl-1H-benzo[d][1,2,3]triazol-5-yl)propanoate